((4-Bromo-6-fluoro-1H-indol-5-yl)oxy)pyridazine-3-carboxamide BrC1=C2C=CNC2=CC(=C1OC1=C(N=NC=C1)C(=O)N)F